OC1=C(C=C(C=C1C(=O)O)C(=O)O)C1=CC=CC=C1 hydroxy-[1,1'-biphenyl]-3,5-dicarboxylic acid